FC=1C(=NC=CC1)N1N=CC(=C1I)C1=CC=C(C=C1)C(F)(F)F 3-fluoro-2-(5-iodo-4-(4-(trifluoromethyl)phenyl)-1H-pyrazol-1-yl)pyridine